Thiazoline-4-carboxylic acid S1C=NC(C1)C(=O)O